4-Fmocaminobenzenesulfonyl chloride C(=O)(OCC1C2=CC=CC=C2C2=CC=CC=C12)NC1=CC=C(C=C1)S(=O)(=O)Cl